C(N)(=O)C(CN1C(C=2C=CC3=C(C2C1)C=C(C=C3)C3=NC=CC(=C3)C(=O)NC)=O)=C 2-[2-(2-carbamoyl-2-methylideneethyl)-3-oxo-1H,2H,3H-benzo[e]isoindol-8-yl]-N-methylpyridine-4-carboxamide